2-(3,5-difluorophenoxy)-8,8-difluoro-5-iodobicyclo[4.2.0]octa-1,3,5-trien-7-ol FC=1C=C(OC2=C3C(C(C3=C(C=C2)I)O)(F)F)C=C(C1)F